C(C)N1C([C@@H](OC2(C1)CCN(CC2)CC2=CC(=C(C#N)C=C2)F)C)=O (S)-4-((4-Ethyl-2-methyl-3-oxo-1-oxa-4,9-diazaspiro[5.5]undecan-9-yl)methyl)-2-fluorobenzonitril